P(O)(=O)(OP(=O)(O)OP(=O)(O)O)OC[C@@H]1[C@H]([C@H]([C@@H](O1)C1=CNC(=S)NC1=O)O)O thio-pseudouridine triphosphate